[Na+].[Na+].C(CCCCCCCCCCCCCCC)OC1=C(C=C(C=C1)C(CC(CC(S(=O)(=O)[O-])C1=CC(=C(C=C1)OCCCCCCCCCCCCCCCC)OC)=O)S(=O)(=O)[O-])OC 1,5-Bis(4-hexadecyloxy-3-methoxyphenyl)-3-oxo-1,5-pentanedisulfonic acid disodium salt